BrC=1C=C(C(=C2CCC12)NC(=O)NS(=O)(=N)C1=CN=C(S1)C(C)(C)O)[C@@H](C)C1CC1 N-((5-bromo-3-((S)-1-cyclopropylethyl)bicyclo[4.2.0]octa-1,3,5-trien-2-yl)carbamoyl)-2-(2-hydroxypropan-2-yl)thiazole-5-sulfonimidamide